NC(CO)(CO)CO.OC1=C(N=C(C2=CC(=CC=C12)OC1=CC=CC=C1)C)C(=O)NCC(=O)O [(4-hydroxy-1-methyl-7-phenoxy-isoquinoline-3-carbonyl)-amino]-acetic acid tromethamine salt